CC1=NOC(=C1C(=O)NC1=CC(=CC=C1)S(N(C1=CC=CC=C1)C)(=O)=O)C 3,5-dimethyl-N-(3-(N-methyl-N-phenylsulfamoyl)phenyl)isoxazole-4-carboxamide